C(C1=CC=CC=C1)OC(=O)N1CCC(CC1)COC1CCC2(CN(C2)C(=O)OC(C)(C)C)CC1 tert-butyl 7-[(1-benzyloxycarbonyl-4-piperidyl)methoxy]-2-azaspiro[3.5]nonane-2-carboxylate